(S)-1-(5-((3-fluoro-2-methylpyridin-4-yl)thio)pyrazin-2-yl)-4'H,6'H-spiro[piperidine-4,5'-pyrrolo[1,2-b]pyrazol]-4'-amine (trifluoroacetate) FC(C(=O)O)(F)F.FC=1C(=NC=CC1SC=1N=CC(=NC1)N1CCC2([C@@H](C=3N(N=CC3)C2)N)CC1)C